CC1(NC(CC(C1)NC1CC(NC(C1)(C)C)(C)C)(C)C)C bis-(2,2,6,6-tetramethyl-4-piperidinyl)-amine